6-cyclopropaneamido-4-({3'-methoxy-[2,4'-bipyridine]-2'-yl}amino)-N-(2H3)methylpyridine-3-carboxamide C1(CC1)C(=O)NC1=CC(=C(C=N1)C(=O)NC([2H])([2H])[2H])NC1=NC=CC(=C1OC)C1=NC=CC=C1